C1=C[Se]N=N1 selenadiazole